C(#N)CCN1C[C@@H]([C@H](CC1)NC(=O)C1=CC(=CC=2N(C=NC21)CC(F)(F)F)C#CCNC2=C(C=C(C=C2)S(=O)(=O)C)OC)C N-[(3S,4S)-1-(2-cyanoethyl)-3-methyl-4-piperidyl]-6-[3-(2-methoxy-4-methylsulfonyl-anilino)prop-1-ynyl]-1-(2,2,2-trifluoroethyl)benzimidazole-4-carboxamide